OC1=C(C=CC=C1)C=1C=C2C(=NN1)NC[C@@H]1N2CCN(C1)C1=NC=C(C=N1)C1CCN(CC1)C1CC2(C1)CCC(CC2)C(=O)O (S)-2-(4-(2-(2-(2-hydroxyphenyl)-6a,7,9,10-tetrahydro-5H-pyrazino[1',2':4,5]pyrazino[2,3-c]pyridazin-8(6H)-yl)pyrimidin-5-yl)piperidin-1-yl)spiro[3.5]nonane-7-carboxylic acid